4-Ethoxy-4-oxo-2-butanol C(C)OC(CC(C)O)=O